FC1=CC=C(C=C1)C=1C=C(C(NC1C(F)(F)F)=O)C(=O)N 5-(4-fluorophenyl)-2-oxo-6-(trifluoromethyl)-1,2-dihydropyridine-3-carboxamide